C1(=CC=CC=C1)C=1C2=CC=C(N2)C(=C2C=CC(C(=C3C=CC(=C(C=4C=CC1N4)C4=CC=CC=C4)N3)C3=CC=[N+](C=C3)C)=N2)C2=CC=[N+](C=C2)C 5,10-diphenyl-15,20-di(N-methylpyridinium-4-yl)porphyrin